1-octadecyl-3-methylimidazole bis(trifluoromethanesulfonyl)imide salt [N-](S(=O)(=O)C(F)(F)F)S(=O)(=O)C(F)(F)F.C(CCCCCCCCCCCCCCCCC)N1CN(C=C1)C